N1=CC=C(C2=CC=C3C=CC=NC3=C12)C=1C=CC(=C(C1)C1=NC=CC=C1)O 2-(5-(1,10-phenanthroline-4-yl)-2-hydroxyphenyl)pyridine